Methyl 2-(2,3-difluorophenyl)-2-methylpropanoate FC1=C(C=CC=C1F)C(C(=O)OC)(C)C